C(C(=C)C)(=O)OCC(C)(C)C neo-pentyl methacrylate